N-(1-cyclopropyl-3-(2-(1,1-difluoroethyl)-6-ethylpyrimidin-4-yl)-1H-pyrrolo[2,3-c]pyridin-5-yl)acetamide C1(CC1)N1C=C(C=2C1=CN=C(C2)NC(C)=O)C2=NC(=NC(=C2)CC)C(C)(F)F